COC1=NC(=CC=C1)C1=CN=CO1 2-Methoxy-6-(1,3-oxazol-5-yl)pyridine